2,2-difluoro-N-hydroxy-2-(4-((trifluoromethyl)thio)phenyl)acetimidamide FC(C(NO)=N)(C1=CC=C(C=C1)SC(F)(F)F)F